C(C)C1C(CN(CC1)C(=O)OC(C)(C)C)C=1OC(=CN1)C1=CC(=C(C=C1)OC)F tert-butyl 4-ethyl-3-[5-(3-fluoro-4-methoxy-phenyl)oxazol-2-yl]piperidine-1-carboxylate